azoperoxide N1=NOO1